N-(2-hydroxyphenyl)-2-[[(2S)-1-methylpyrrolidin-2-yl]methoxy]-6-(4-prop-2-enoylpiperazin-1-yl)pyrimidine-4-carboxamide OC1=C(C=CC=C1)NC(=O)C1=NC(=NC(=C1)N1CCN(CC1)C(C=C)=O)OC[C@H]1N(CCC1)C